FC1(C[C@@](CCC1)(C(=O)N1C[C@H]2OC3=C([C@@H]1C2)C=NC=C3C#N)C)F |o1:3| (2S,5S)-4-[3,3-difluoro-1-(R or S)-methylcyclohexane-1-carbonyl]-2,3,4,5-tetrahydro-2,5-methanopyrido[3,4-f][1,4]oxazepine-9-carbonitrile